COC=1C=CC=2N(C3=CC=C(C=C3C2C1)OC)C(=O)OCCOCC1=NC(=CC=C1)COCCOC(=O)N1C2=CC=C(C=C2C=2C=C(C=CC12)OC)OC 2-[(6-{[2-(3,6-dimethoxy-9H-carbazol-9-ylcarbonyloxy)ethoxy]methyl}-2-pyridyl)methoxy]ethyl 3,6-dimethoxy-9H-carbazole-9-carboxylate